C(C)(C)(C)OC(=O)N1C[C@@H](N(CC1)C1=C(C(N(C2=NC(=C(C=C12)F)C1=C(C=CC=C1O)F)C=1C(=NC=CC1C)C(C)C)=O)C#N)C (S)-4-(3-cyano-6-fluoro-7-(2-fluoro-6-hydroxyphenyl)-1-(2-isopropyl-4-methylpyridin-3-yl)-2-oxo-1,2-dihydro-1,8-naphthyridin-4-yl)-3-methylpiperazine-1-carboxylic acid tert-butyl ester